O(C(=O)C)[C@H](C(=O)Cl)C(C)C (S)-2-acetoxyl-3-methylbutanoic chloride